α-propyl-cyclohexanecarboxylic acid C(CC)C1(CCCCC1)C(=O)O